BrC1=C(CCC2CN(C2)C2=CC=C(C=C2)N2C(NC(CC2)=O)=O)C=CC=C1 1-(4-(3-(2-bromophenethyl)azetidin-1-yl)phenyl)dihydropyrimidine-2,4(1H,3H)-dione